C(C(CS(=O)(=O)O)O)NC(CO)(CO)CO 3-[N-tris-(hydroxymethyl)methylamino]-2-hydroxypropanesulphonic acid